6-[1-(2,6-dioxo-3-piperidyl)-3-methyl-2-oxo-benzimidazol-4-yl]Hexanal O=C1NC(CCC1N1C(N(C2=C1C=CC=C2CCCCCC=O)C)=O)=O